Cl.NCCCC(=O)N1CCN(CC1)C(=O)OCC1=CC=CC=C1 benzyl 4-(4-aminobutanoyl)piperazine-1-carboxylate hydrochloride